N-(4-(4-(6-(6-oxa-3-azabicyclo[3.1.1]heptan-3-yl)pyridin-2-yl)-1H-1,2,3-triazol-1-yl)-3-(6-azaspiro[2.5]octan-6-yl)phenyl)methanesulfonamide C12CN(CC(O1)C2)C2=CC=CC(=N2)C=2N=NN(C2)C2=C(C=C(C=C2)NS(=O)(=O)C)N2CCC1(CC1)CC2